ClC1=C(C(=O)NC2=C(C=C(C=C2)B(O)O)C=2C=C3C=NN=C(C3=CC2)NCC2=C(C=C(C=C2)OC)OC)C=CC=C1 [4-[(2-CHLOROBENZOYL)AMINO]-3-[1-[(2,4-DIMETHOXYPHENYL)METHYLAMINO]PHTHALAZIN-6-YL]PHENYL]BORONIC ACID